(3Z)-12,12-didecyloxy-1,3-dodecadiene C(CCCCCCCCC)OC(CCCCCCC\C=C/C=C)OCCCCCCCCCC